1-(4-bromophenyl)-4-(4-fluorophenyl)-1H-pyrrole-3-carbaldehyde BrC1=CC=C(C=C1)N1C=C(C(=C1)C1=CC=C(C=C1)F)C=O